1-chloro-8-methyl-7-phenylbenzo[4,5]thieno[2,3-c]pyridine ClC1=NC=CC2=C1SC1=C2C=CC(=C1C)C1=CC=CC=C1